ClC=1C(=C(C=C(C1)C1=C(N=C(N1)C)COC[C@@H](C)NC)C(C(=O)OC)C(=O)OC)[N+](=O)[O-] dimethyl 2-[3-chloro-5-[2-methyl-4-[[(2R)-2-(methylamino)propoxy]methyl]-1H-imidazol-5-yl]-2-nitro-phenyl]propanedioate